(6S)-4-(7-Chloro-8-fluoro-2-(1-((S)-1-methylpyrrolidin-2-yl)ethoxy)pyrido[4,3-d]pyrimidin-4-yl)-1,4-oxazepan-6-ol ClC1=C(C=2N=C(N=C(C2C=N1)N1CCOC[C@H](C1)O)OC(C)[C@H]1N(CCC1)C)F